NC1=NC=CC=C1S(=O)(=O)NC(=O)C=1C(=NC(=CC1)C1=CC=C(C2=CC=CC=C12)C)N1C(C[C@@H](C1)C)(C)C N-[(2-Amino-3-pyridyl)sulfonyl]-6-(4-methyl-1-naphthyl)-2-[(4S)-2,2,4-trimethylpyrrolidin-1-yl]pyridin-3-carboxamid